FC1=C(C=CC(=C1)CCN[C@@H]([C@H]1CNC2=CC=CN=C2C1)C1=CC=CC=C1)CC(=O)O 2-(2-fluoro-4-(2-(((S)-phenyl((R)-1,2,3,4-tetrahydro-1,5-naphthyridin-3-yl)methyl)amino)ethyl)phenyl)acetic acid